4-(6-methoxybenzo[b]selenophen-2-yl)-2-methyl-4-oxo-butyric acid COC=1C=CC2=C([Se]C(=C2)C(CC(C(=O)O)C)=O)C1